1-[(5-{3-azabicyclo[3.1.0]hex-3-yl}pyrimidin-2-yl)methyl]-1H-pyrazole-4-carboxylic acid ethyl ester C(C)OC(=O)C=1C=NN(C1)CC1=NC=C(C=N1)N1CC2CC2C1